7-(5-(1,3,5-trimethyl-1H-pyrazol-4-yl)-2,3-dihydrobenzofuran-7-yl)-1H-imidazo[4,5-b]pyridine CN1N=C(C(=C1C)C=1C=C(C2=C(CCO2)C1)C1=C2C(=NC=C1)N=CN2)C